ONC(/C=C/C1=C(C=CC=C1)N1CCN(CC1)C(=O)OC(C)(C)C)=O tert-butyl (E)-4-(2-(3-(hydroxyamino)-3-oxoprop-1-en-1-yl)phenyl)piperazine-1-carboxylate